methyl-nonanedione CCC(C(CCCCCC)=O)=O